(trifluoromethyl)pyridine-3,4-diamine FC(F)(F)C1=NC=CC(=C1N)N